C(C)(C)(C)N1N=C(C(=C1)C(=O)O)C=1C(=NC(=CC1)NC1CC1)F 1-tert-butyl-3-[6-(cyclopropylamino)-2-fluoropyridin-3-yl]pyrazole-4-carboxylic acid